4-(8-(3-(difluoromethyl)cyclobutyl)-3,8-diazabicyclo[3.2.1]oct-3-yl)-2-(2-methoxypyridin-4-yl)-1H-pyrrolo[2,3-b]pyridine FC(C1CC(C1)N1C2CN(CC1CC2)C2=C1C(=NC=C2)NC(=C1)C1=CC(=NC=C1)OC)F